2-([(5-ACETYL-2-ETHOXYPHENYL)METHYL]SULFANYL)ACETIC ACID C(C)(=O)C=1C=CC(=C(C1)CSCC(=O)O)OCC